ethyl 2-(2-((5-bromo-2-methylbenzofuran-3-yl)methoxy)-4-methoxyphenyl)acetate BrC=1C=CC2=C(C(=C(O2)C)COC2=C(C=CC(=C2)OC)CC(=O)OCC)C1